ClC1=CC=C(C=C1)C1=C(C=C(N1C)C(CN1CCCCC1)=O)C 1-(5-(4-Chlorophenyl)-1,4-dimethyl-1H-pyrrol-2-yl)-2-(piperidin-1-yl)ethanone